CC(CCC=O)C 4-methyl-1-oxopentan